ClC1=C(CN2N=C3C4=C(CCC3=C2)OC(=C4C)C(=O)NC4=CC(=C(C=C4)C)C)C=CC=C1 2-(2-chlorobenzyl)-N-(3,4-dimethylphenyl)-8-methyl-4,5-dihydro-2H-furo[2,3-g]indazole-7-carboxamide